(S)-1-[(S)-1-{[(S)-3-{(6-Aza-6-spiro[2.5]octyl)methyl}-8-methyl-1,5-dioxa-9-aza-9-spiro[5.5]undecyl]carbonyl}-3-methylbutyl]-3-isobutyl-2-piperazinone C1CC12CCN(CC2)CC2COC1(OC2)C[C@@H](N(CC1)C(=O)[C@H](CC(C)C)N1C([C@@H](NCC1)CC(C)C)=O)C